2-benzyl-1-oxo-3-thioxotetrahydro-1H-pyrrolo[1,2-c]Imidazol-7a(5H)-yl acetate C(C)(=O)OC12N(C(N(C1=O)CC1=CC=CC=C1)=S)CCC2